ClC1=C2C(N(C(C2=CC(=C1)C(=C)C)=O)CC1=NC=C(C=C1)Cl)(OC)C1=CC=C(C=C1)Cl 4-chloro-3-(4-chlorophenyl)-2-[(5-chloropyridin-2-yl)methyl]-3-methoxy-6-(prop-1-en-2-yl)-2,3-dihydro-1H-isoindol-1-one